1-ethyl-3-methylimidazole alaninate N[C@@H](C)C(=O)O.C(C)N1CN(C=C1)C